N1CCCCC1=O (S)-6-piperidone